ClC1=C(C(=NC=N1)NC1=C(C=CC(=C1)C=1C=NC=NC1)N1CCN(CC1)C)N 6-chloro-N4-(2-(4-methylpiperazin-1-yl)-5-(pyrimidin-5-yl)phenyl)pyrimidine-4,5-diamine